benzyl (1S,3S,5R)-5-((allyloxy)methyl)-2-((9,9-difluoro-9H-fluorene-3-carbonyl)glycyl)-2-azabicyclo[3.1.0]hexane-3-carboxylate C(C=C)OC[C@@]12C[C@H](N([C@H]2C1)C(CNC(=O)C=1C=CC=2C(C3=CC=CC=C3C2C1)(F)F)=O)C(=O)OCC1=CC=CC=C1